N-[(2-Amino-3-bromophenyl)methyl]-2,6-dichloro-4-(1-methylpyrazol-4-yl)benzamide NC1=C(C=CC=C1Br)CNC(C1=C(C=C(C=C1Cl)C=1C=NN(C1)C)Cl)=O